C(=C)C=1C(=C(C2=CC=CC=C2C1)C=C)C=C TRIVINYLNAPHThALENE